7-((2S,5R)-2,5-diethyl-4-(1-(4-fluoro-2-(methoxymethyl)phenyl)ethyl)piperazin-1-yl)-4-methyl-2,4-dihydro-5H-pyrazolo[4,3-b]pyridin-5-one C(C)[C@@H]1N(C[C@H](N(C1)C(C)C1=C(C=C(C=C1)F)COC)CC)C=1C=2C(N(C(C1)=O)C)=CNN2